ClC=1C2=C(N=CN1)N(C=C2/C=C/C(=O)OC)COCC[Si](C)(C)C methyl (E)-3-(4-chloro-7-((2-(trimethylsilyl)ethoxy)methyl)-7H-pyrrolo[2,3-d]pyrimidin-5-yl)acrylate